tert-butyl (R)-4-((4-(3-(2-(benzyloxy)-6-hydroxypyridin-3-yl)-5-fluoro-1-methyl-1H-indazol-6-yl)piperidin-1-yl)methyl)-3,3-dimethylpiperidine-1-carboxylate C(C1=CC=CC=C1)OC1=NC(=CC=C1C1=NN(C2=CC(=C(C=C12)F)C1CCN(CC1)C[C@H]1C(CN(CC1)C(=O)OC(C)(C)C)(C)C)C)O